1-(4-(1,4-dimethyl-1H-pyrazol-5-yl)-5-fluoropyrimidin-2-yl)-N-hydroxy-N-((2-methylthiazol-5-yl)methyl)piperidine-4-carboxamide CN1N=CC(=C1C1=NC(=NC=C1F)N1CCC(CC1)C(=O)N(CC1=CN=C(S1)C)O)C